diethyl (R)-2-(1-(tert-butoxycarbonyl)pyrrolidin-3-yl)malonate C(C)(C)(C)OC(=O)N1C[C@H](CC1)C(C(=O)OCC)C(=O)OCC